Tert-butyl (1R,5S)-3-(4-{[(1H-benzimidazol-2-yl)methyl]amino}-8-bromopyrazolo[1,5-a][1,3,5]triazin-2-yl)-3,6-diazabicyclo[3.2.0]heptane-6-carboxylate N1C(=NC2=C1C=CC=C2)CNC2=NC(=NC=1N2N=CC1Br)N1C[C@@H]2CN([C@@H]2C1)C(=O)OC(C)(C)C